tert-Butyl (3R)-3-(4-bromo-5-methyl-1,2,3-triazol-1-yl)pyrrolidine-1-carboxylate BrC=1N=NN(C1C)[C@H]1CN(CC1)C(=O)OC(C)(C)C